FC(S(=O)(=O)OC1=CCC2(CC2C(=O)OCC)CC1)(F)F (±)-Ethyl 6-(((trifluoromethyl)sulfonyl)oxy)spiro[2.5]oct-5-ene-1-carboxylate